OC1=C(C(=O)N(CCC)C=2SC(=CN2)[N+](=O)[O-])C=CC(=C1)C(=O)N 2-hydroxy-N1-(5-nitrothiazol-2-yl)-N1-propylterephthalamide